CC([C@@H](C(=O)O)N1C(C2(CC1)CN(CC2)C(=O)C2[N@@](C2)C(C2=CC=CC=C2)(C2=CC=CC=C2)C2=CC=CC=C2)=O)C (2S)-3-methyl-2-(1-oxo-7-((R)-1-trityl-aziridine-2-carbonyl)-2,7-diazaspiro[4.4]non-2-yl)butanoic acid